FC1=CC=C2C(=N1)C(=C(N2)C2=CC(=NC=C2)NC(CC)=O)C2=NC=CC=C2 N-{4-[5-fluoro-3-(pyridin-2-yl)-1H-pyrrolo[3,2-b]pyridin-2-yl]pyridin-2-yl}propanamide